N-(2-(1-(2-(7-aza-spiro[3.5]non-2-yl)ethyl)piperidin-4-yl)-6-(2-hydroxy-prop-2-yl)-2H-indazol-5-yl)-6-(trifluoromethyl)pyridinecarboxamide C1C(CC12CCNCC2)CCN2CCC(CC2)N2N=C1C=C(C(=CC1=C2)NC(=O)C2=NC(=CC=C2)C(F)(F)F)C(C)(C)O